N'-(1,2,3,5,6,7-hexahydro-s-indacen-4-ylcarbamoyl)-4-(2-hydroxypropan-2-yl)-5-methylthiophene-2-sulfonimidamide C1CCC2=C(C=3CCCC3C=C12)NC(=O)N=S(=O)(N)C=1SC(=C(C1)C(C)(C)O)C